sulfonylazetidine-3-carboxamide S(=O)(=O)=C1NCC1C(=O)N